2-(1-(4-amino-3-(4-isopropoxyphenyl)-1H-pyrazolo[3,4-d]pyrimidin-1-yl)ethyl)-3-cyclobutyl-5-fluoroquinazolin-4(3H)-one NC1=C2C(=NC=N1)N(N=C2C2=CC=C(C=C2)OC(C)C)C(C)C2=NC1=CC=CC(=C1C(N2C2CCC2)=O)F